copper(I) 3-methylsalicylate CC1=C(C(C(=O)[O-])=CC=C1)O.[Cu+]